NC1=NC=CC(=C1Cl)SC1=NNC2=NC(=C(N=C21)CO)N2CC1C(C1CC2)(C2=NOC(=C2)C)CN (3-((2-amino-3-chloropyridin-4-yl)thio)-6-(7-(aminomethyl)-7-(5-methylisoxazol-3-yl)-3-azabicyclo[4.1.0]heptan-3-yl)-1H-pyrazolo[3,4-b]pyrazin-5-yl)methanol